C1CC12CCN(CC2)C2=NC(=CC=C2C(=O)NC2=NC(=CC=C2)N2C[C@H](OCC2)C)NC(C)(CCO)C 2-(6-azaspiro[2.5]octan-6-yl)-6-((4-hydroxy-2-methyl-2-butanyl)amino)-N-(6-((2R)-2-methyl-4-morpholinyl)-2-pyridinyl)-3-pyridinecarboxamide